C(#N)C1=CN(C2=CC=CC=C12)\C(\C(=O)N(C)C)=C/OC1OC(C(=C1)C)=O (Z)-2-(3-cyanoindol-1-yl)-N,N-dimethyl-3-[(4-methyl-5-oxo-2H-furan-2-yl)oxy]prop-2-enamide